[Br-].CCCC butane bromide salt